BrC=1C=C(C(=C(C=NC(C(CO)=O)CC2=CC=C(C=C2)O)C1)O)O 3-(5-bromo-2,3-dihydroxybenzylideneamino)-1-hydroxy-4-(4-hydroxyphenyl)butan-2-one